CO[C@@H](C=O)[C@H](O)[C@H](O)CO 2-O-methyl-ribose